11-azido-1-undecanethiol N(=[N+]=[N-])CCCCCCCCCCCS